C(CCC)C1=NC2(C(N1CC1=CN(C=C1)C1=C(C=CC=C1)S(=O)(=O)N(COC)C1=NOC(=C1C)C)=O)CCCC2 2-(3-((2-butyl-4-oxo-1,3-diazaspiro[4.4]non-1-en-3-yl)methyl)-1H-pyrrol-1-yl)-N-(4,5-dimethylisoxazol-3-yl)-N-(methoxymethyl)benzenesulfonamide